F[C@@H]1CN(CC1)C1=CC=C(C=N1)C=1N(C2=C(N1)CNC2=O)C (S)-2-(6-(3-fluoropyrrolidin-1-yl)pyridin-3-yl)-3-methyl-5,6-dihydropyrrolo[3,4-d]imidazol-4(3H)-one